NC1=C(C(=NN1C)C1CC2CC(CC2C1)(C#C[Si](C)(C)C)O)C(=O)NC1=CC(=C(C=C1)F)Cl 5-amino-N-(3-chloro-4-fluorophenyl)-3-(5-hydroxy-5-((trimethylsilyl)ethynyl)octahydropentalen-2-yl)-1-methyl-1H-pyrazole-4-carboxamide